COC1=C2C=C(NC2=CC=C1)C(=O)N1[C@@H](C2C([C@H]2C1)(C)C)C(=O)N[C@H](C(=O)OC)C[C@H]1C(NCC1)=O methyl (2S)-2-[[(2S,5S)-3-(4-methoxy-1H-indole-2-carbonyl)-6,6-dimethyl-3-azabicyclo[3.1.0]hexane-2-carbonyl] amino]-3-[(3S)-2-oxopyrrolidin-3-yl]propanoate